N1(CCCCC1)C1CCN(CC1)C(=O)N1C=C(C2=CC=CC=C12)CCN(C)C [1,4'-bipiperidin]-1'-yl-(3-(2-(dimethylamino)ethyl)-1H-indol-1-yl)methanone